C(C)C1=NOC(=C1)N1C(O[C@]2(C1)C[C@@](CCC2)(C)CN2C=NC1=C2C=C(C=C1)C#N)=O 1-{[(5s,7s)-3-(3-ethyl-5-isoxazolyl)-7-methyl-2-oxo-1-oxa-3-azaspiro[4.5]decan-7-yl]methyl}-1H-benzimidazole-6-carbonitrile